palladium (II) diacetate C(C)(=O)[O-].C(C)(=O)[O-].[Pd+2]